N1N=C(C=C1)CNC(=O)C1CN(CCC1)C=1C=2C(N=CN1)=NN(C2)C2=CC=C(C=C2)C N-((1H-pyrazol-3-yl)methyl)-1-(2-(p-tolyl)-2H-pyrazolo[3,4-d]pyrimidin-4-yl)piperidine-3-carboxamide